C(C)(=O)N1C=C(C2=CC=CC=C12)CCNC(=O)C1=NC=C(C=C1)C(F)(F)F N-(2-(1-acetyl-1H-indol-3-yl)ethyl)-5-trifluoromethylpyridinecarboxamide